ClC=1C=C(COC=2C=C3CCC(C3=CC2)N2CC(C2)C(=O)O)C=CC1C1CC1 1-(5-((3-chloro-4-cyclopropyl-benzyl)oxy)-2,3-dihydro-1H-inden-1-yl)azetidine-3-carboxylic acid